1-methoxy-4-(3,5-bis(trichloromethyl)triazinyl)naphthalene COC1=CC=C(C2=CC=CC=C12)C=1N(NN=CC1C(Cl)(Cl)Cl)C(Cl)(Cl)Cl